C(C)(C)(C)C1=CC(=C(C=C1O)CC=1OC2=C(N1)C=C(C=C2)C(=O)NC2(CC2)C(F)(F)F)F 2-[(4-tert-Butyl-2-fluoro-5-hydroxy-phenyl)methyl]-N-[1-(trifluoromethyl)cyclopropyl]-1,3-benzoxazole-5-carboxamide